tert-butyl 3-iodo-1,4,6,7-tetrahydropyrazolo[4,3-c]pyridine-5-carboxylate IC1=NNC2=C1CN(CC2)C(=O)OC(C)(C)C